C(CCCCC)C1CCCC(O1)=O 6-HEXYLTETRAHYDRO-2H-PYRAN-2-ONE